C1(CCCCC1)C1=CC=C(CN(C(CC2=CC=CC=C2)=O)C2=CC=C(C=C2)B(O)O)C=C1 (4-(N-(4-cyclohexylbenzyl)-2-phenylacetamido)phenyl)boronic acid